4-amino-N-(thiazole-2-yl)benzenesulfonamide NC1=CC=C(C=C1)S(=O)(=O)NC=1SC=CN1